2-(6-bromo-4-methyl-1-oxo-3,4-dihydroisoquinolin-2-yl)acetic acid ethyl ester C(C)OC(CN1C(C2=CC=C(C=C2C(C1)C)Br)=O)=O